N1C=CC2=CC=CC(=C12)C=1N=NN(C1)C=1C=CC=C2C=CCOC12 8-(4-(1H-indole-7-yl)-1H-1,2,3-triazole-1-yl)-2H-chromen